6-bromo-8-vinyl-7-fluoro-4-[(4-methoxyphenyl)methoxy]2-methyl-quinazoline tert-butyl-(4'-amino-[1,1'-biphenyl]-4-yl)carbamate C(C)(C)(C)N(C(O)=O)C1=CC=C(C=C1)C1=CC=C(C=C1)N.BrC=1C=C2C(=NC(=NC2=C(C1F)C=C)C)OCC1=CC=C(C=C1)OC